C1(CC1)S(=O)(=O)N1C[C@H]([C@@H](CC1)NC1=NN2C(C=N1)=C(C=C2C(=C)C)F)O (3R,4R)-1-(cyclopropylsulfonyl)-4-((5-fluoro-7-(prop-1-en-2-yl)pyrrolo[2,1-f][1,2,4]triazin-2-yl)amino)piperidin-3-ol